BrC=1C(=CC(=C(C1)NC1=NC=NC(=C1)NC1=CC(=NC=C1)C1=C(C=CC=C1)F)OC)N1CCC(CC1)N1CCN(CC1)C N4-(5-bromo-2-methoxy-4-(4-(4-methylpiperazin-1-yl)piperidin-1-yl)phenyl)-N6-(2-(2-fluorophenyl)pyridin-4-yl)pyrimidine-4,6-diamine